OC(C)(C)C1=CNC(C2=CC=3C=CN=C(C3C=C21)OC[C@H]2NC(CC2)=O)=O (s)-4-(2-hydroxypropan-2-yl)-6-((5-oxopyrrolidin-2-yl)methoxy)pyrido[3,4-g]isoquinolin-1(2H)-one